2-(Benzo[1,2,5]thiadiazol-4-yliminomethyl)-benzo[b]thiophen-3-ol N1=C2C(=NS1)C(=CC=C2)N=CC2=C(C1=C(S2)C=CC=C1)O